FC(C=1C=C(C=C(C1)C(F)(F)F)N[C@H]1C[C@H](CCC1)NC(C1=CC=C(C=C1)OC)=O)(F)F N-((1S,3R)-3-((3,5-bis(trifluoromethyl)phenyl)amino)cyclohexyl)-4-methoxybenzamide